N1C=NC2=C1C=CC(=C2)C2=CN=C1C(=N2)N(C=N1)CCC1CCOCC1 6-(1H-benzo[d]imidazol-5-yl)-1-(2-(tetrahydro-2H-pyran-4-yl)ethyl)-1H-imidazo[4,5-b]pyrazin